3,4-dihydro-1H-pyran O1CCCC=C1